2-(4-tert-butylphenyl)-4,6-dichloro-pyrimidine-5-carbaldehyde C(C)(C)(C)C1=CC=C(C=C1)C1=NC(=C(C(=N1)Cl)C=O)Cl